C(C1=CC=CC=C1)C1=NC=2N(C=C(NC2CC2=C(C=CC=C2)F)C2=CC=CC=C2)C1=O 2-Benzyl-8-(2-fluorobenzyl)-6-phenylimidazo[1,2-a]pyrazin-3(7H)-on